(R)-3-(quinolin-5-ylamino)pyrrolidine-1-carboxylic acid tert-butyl ester C(C)(C)(C)OC(=O)N1C[C@@H](CC1)NC1=C2C=CC=NC2=CC=C1